OOCCCCCCCCCCCC dodecyl hydroxy ether